C(C)OC(=C)C1=C2C=C(C(NC2=CC(=C1)C)=O)C1=CC=C(C=C1)OC 5-(1-ethoxyvinyl)-3-(4-methoxyphenyl)-7-methylquinolin-2(1H)-one